O=C1NC(CCC1N1C(N(C2=C1C=CC(=C2C2CCN(CC2)C(=O)OC(C)(C)C)C)C)=O)=O 1-Tert-butyl 4-[1-(2,6-dioxo-3-piperidyl)-3,5-dimethyl-2-oxo-benzimidazol-4-yl]piperidine-1-carboxylate